C1(CC1)C1=NC=NC(=C1C=1N=CC2=C(N1)N(C(C=C2C)=O)CC2=CC=C(C=C2)C=2N(C=C(N2)C(F)(F)F)C(C)C)OC 2-(4-cyclopropyl-6-methoxypyrimidin-5-yl)-8-(4-(1-isopropyl-4-(trifluoromethyl)-1H-imidazol-2-yl)benzyl)-5-methylpyrido[2,3-d]pyrimidin-7(8H)-one